Tetrakis(2-Mercaptoethyl)silan SCC[Si](CCS)(CCS)CCS